FC=1C=C2NC(C(NC2=CC1)=O)C1=CC=C(C=C1)OC 6-fluoro-3-(4-methoxyphenyl)-3,4-dihydroquinoxalin-2(1H)-one